C(C)(C)(C)OC(=O)N1C[C@@H](OCC1)CC1=C(N=C2N1C=CC(=C2)C)C2=C(C=C(C=C2F)NC(=O)OCC2=CC=CC=C2)F (S)-2-((2-(4-(((benzyloxy)-carbonyl)amino)-2,6-difluorophenyl)-7-methylimidazo[1,2-a]pyridin-3-yl)methyl)morpholine-4-carboxylic acid tert-butyl ester